2-((4-Diethylaminophenyl)(pyridin-2-ylamino)methyl)phenol C(C)N(C1=CC=C(C=C1)C(C1=C(C=CC=C1)O)NC1=NC=CC=C1)CC